perfluorophenyl 4-methyl-4-(pyridine-2-yldisulfanyl)pentanoate CC(CCC(=O)OC1=C(C(=C(C(=C1F)F)F)F)F)(C)SSC1=NC=CC=C1